NC=1C(=C(C(=C(C(=O)NC2=C(C=CC(=C2)N2N=NC(=C2)NC(CCO)=O)N2CCN(CC2)C)C1)Cl)C)F 5-Amino-2-chloro-4-fluoro-N-(5-(4-(3-hydroxypropionylamino)-1H-1,2,3-triazol-1-yl)-2-(4-methylpiperazin-1-yl)phenyl)-3-methylbenzamide